3-(3-fluorophenyl)-5-(4-methoxybenzylthio)-4-phenyl-4H-1,2,4-triazole FC=1C=C(C=CC1)C1=NN=C(N1C1=CC=CC=C1)SCC1=CC=C(C=C1)OC